S1C(=NC2=C1C=CC=C2)CNC(=O)C2(CC1=CC(=C(C=C1C2)Cl)Cl)CC(=O)O 2-(2-((benzo[d]thiazol-2-ylmethyl)carbamoyl)-5,6-dichloro-2,3-dihydro-1H-inden-2-yl)acetic acid